OC[C@H](CB(OC(C)(C[C@@H](C)O)C)O)C=1C=NC=C(C1)C1=CC(=C(C=C1)OC)OCCC (R)-4-hydroxy-2-methylpentan-2-yl hydrogen ((R)-3-hydroxy-2-(5-(4-methoxy-3-propoxyphenyl)pyridin-3-yl) propyl)boronate